2-methoxy-5-(2,3,4-trimethoxyphenyl)2,4,6-cycloheptatrien-1-one COC=1C(C=CC(=CC1)C1=C(C(=C(C=C1)OC)OC)OC)=O